1-(5-methylfuran-2-yl)ethane-1-thiol CC1=CC=C(O1)C(C)S